Benzyl ((S)-(4,4-difluorocyclohexyl)(4-fluoro-5-(((S)-2-oxo-4-(trifluoromethyl)-imidazolidin-1-yl)methyl)benzo[d]oxazol-2-yl)methyl)(methyl)carbamate FC1(CCC(CC1)[C@@H](C=1OC2=C(N1)C(=C(C=C2)CN2C(N[C@@H](C2)C(F)(F)F)=O)F)N(C(OCC2=CC=CC=C2)=O)C)F